[N+](=O)([O-])C1=C(C=C(C(=C1)[N+](=O)[O-])NC1=CC(=C(C(=C1)OC)OC)OC)NC=1C(=CC(=CC1)NCCCCCCCC)N N1-(2,4-dinitro-5-(3,4,5-trimethoxyphenylamino)phenyl)-N4-octylbenzene-1,2,4-triamine